ClC1=C(C=C2C(=N1)CCC2C2CCC2)C(=O)OC methyl 2-chloro-5-cyclobutyl-6,7-dihydro-5H-cyclopenta[b]pyridine-3-carboxylate